BrC1=C(C=C(C#N)C=C1)OC=1N(N=C(C1)C(C)C)C 4-bromo-3-(2-methyl-5-propan-2-yl-pyrazol-3-yl)oxybenzonitrile